N(=C=O)C1=CC=C(C=C1)CCC1=CC=C(C=C1)N=C=O 4,4'-diisocyanato-1,2-diphenylethane